N-(6-chlorothieno[2,3-b]pyridin-2-yl)-8-fluoro-2-methyl-imidazo[1,2-a]pyridine-6-carboxamide ClC1=CC=C2C(=N1)SC(=C2)NC(=O)C=2C=C(C=1N(C2)C=C(N1)C)F